C(C1=CC=CC=C1)OC1=CC(=NC2=CC=NC(=C12)OCC)C=1C(=NC(=C(C1)C)C(F)(F)F)N1CCC(CCC1)(F)F 4-benzyloxy-2-[2-(4,4-difluoroazepan-1-yl)-5-methyl-6-(trifluoromethyl)-3-pyridyl]-5-ethoxy-1,6-naphthyridine